9H-fluoren-9-ylmethyl 4-amino-4-[(1-carbamoyl-1-methylethyl)carbamoyl]piperidine-1-carboxylate NC1(CCN(CC1)C(=O)OCC1C2=CC=CC=C2C=2C=CC=CC12)C(NC(C)(C)C(N)=O)=O